(7aR,11aR)-9-benzylspiro[6,7,7a,8,10,11-hexahydro-2H-oxazolo[2,3-j][1,6]naphthyridine-3,1'-cyclohexane]-5-one C(C1=CC=CC=C1)N1C[C@H]2CCC(N3[C@]2(CC1)OCC31CCCCC1)=O